C(C)(C)(C)OC(=O)N1C(CCCC1)OC1=CC(=NC=C1)COC1=C(C=C(C=C1)F)Cl ((2-((2-chloro-4-fluorophenoxy)methyl)pyridin-4-yl)oxy)piperidine-1-carboxylic acid tert-butyl ester